CC(=CON)C O-(2-methylpropenyl)hydroxylamine